FC(C(=O)O)(F)F.FC(OC=1C=C(C=CC1)[C@H](CC(=O)OC)NC(CNC(=O)C1=CC(=C2C=NNC2=C1)NC=1NCC(CN1)F)=O)F methyl (3S)-3-(3-(difluoromethoxy)phenyl)-3-(2-(4-((5-fluoro-1,4,5,6-tetrahydropyrimidin-2-yl)amino)-1H-indazole-6-carboxamido)acetamido)propanoate trifluoroacetate